ClC=1C=C(C=CC1Cl)C1=CC=C(C=C1)CNC([C@H](CCC)NC(OC(C)(C)C)=O)=O (S)-tert-butyl (1-(((3',4'-dichloro-[1,1'-biphenyl]-4-yl)methyl)amino)-1-oxopentan-2-yl)carbamate